CN1N=CC(=C1)C=1C=C2N(N=CC=C2N2C([C@@](CC2)(C#N)C2COC2)=O)C1 (R)-1-(6-(1-methyl-1H-pyrazol-4-yl)pyrrolo[1,2-b]pyridazin-4-yl)-3-(oxetan-3-yl)-2-oxopyrrolidine-3-carbonitrile